CC1OCC2(C1)CCNCC2 3-methyl-2-oxa-8-azaspiro[4.5]Decane